C1(CC1)C=1C=C(C(N(C1)[C@H]1COCCC1)=O)N=C=S |r| (±)-5-cyclopropyl-3-isothiocyanato-1-(tetrahydro-2H-pyran-3-yl)pyridin-2(1H)-one